2,7-dichloroquinoline-3-carbaldehyde ClC1=NC2=CC(=CC=C2C=C1C=O)Cl